COC1=CC=CC=2C=3C=C4C(=C(C3N(C12)C)C)C=CN=C4C#N 7-methoxy-5,6-dimethyl-6H-pyrido[4,3-b]carbazole-1-carbonitrile